[4-methoxy-6-(triazol-1-yl)-3-pyridyl]methanol COC1=C(C=NC(=C1)N1N=NC=C1)CO